C(C)OC(C(C(CC)C)O)=O.C(C1=CC=CC=C1)OC=1C=C(N(CC2=CC=C(C=C2)O[Si](C2=CC=CC=C2)(C2=CC=CC=C2)C(C)(C)C)CC2=CC=C(C=C2)O[Si](C2=CC=CC=C2)(C2=CC=CC=C2)C(C)(C)C)C=CC1 3-(benzyloxy)-N,N-bis[4-[(tert-butyldiphenylsilyl)oxy]benzyl]aniline (+/-)-ETHYL-2-HYDROXY-3-METHYLVALERATE